N-[[6-(3-Thienylmethoxy)-2-pyridyl]sulfonyl]-2-(2,2,4-trimethylpyrrolidin-1-yl)pyridin-3-carboxamid S1C=C(C=C1)COC1=CC=CC(=N1)S(=O)(=O)NC(=O)C=1C(=NC=CC1)N1C(CC(C1)C)(C)C